BrC=1C=CC(=NC1C=O)C=1N=NN(C1C(=O)O)C 4-(5-bromo-6-formylpyridin-2-yl)-1-methyl-1H-1,2,3-triazole-5-carboxylic acid